dilithium oxide [O-2].[Li+].[Li+]